C(C(C)C)(=O)[O-].[Zn+2].C(C(C)C)(=O)[O-] zinc isobutanoate